FC(C1=CC=C(C=N1)N1C[C@@H](CC1)C(=O)O)(F)F 1-(6-Trifluoromethyl-pyridin-3-yl)-3(R)-pyrrolidinecarboxylic acid